3-(3,3,4,4-tetrafluoropyrrolidin-1-yl)sulfonylaniline FC1(CN(CC1(F)F)S(=O)(=O)C=1C=C(N)C=CC1)F